N1C=C(C=2C1=NC=CC2)C=2CCN(CC2)CC=2C=C1CN(C(C1=CC2)=O)C2C(NC(CC2)=O)=O 3-(5-((4-(1H-pyrrolo[2,3-b]pyridin-3-yl)-3,6-dihydropyridin-1(2H)-yl)methyl)-1-oxoisoindolin-2-yl)piperidine-2,6-dione